ClC=1C=CC(=NC1)C(CNC)(F)F 2-(5-chloropyridin-2-yl)-2,2-difluoro-N-methylethan-1-amine